3-[7-chloro-5-fluoro-2-(trifluoromethyl)-1H-benzimidazol-4-yl]-1-methyl-6-(trifluoromethyl)-1H-pyrimidine-2,4-dione ClC1=CC(=C(C2=C1NC(=N2)C(F)(F)F)N2C(N(C(=CC2=O)C(F)(F)F)C)=O)F